tert-Butyl 5-{[N-(2-{[tert-butyl(diphenyl)silyl]oxy}ethyl)-N-{[4,4-difluoro-1-(4-methoxyphenyl)cyclohexyl]carbonyl}glycyl]amino}-1H-pyrazolo[4,3-b]pyridine-1-carboxylate [Si](C1=CC=CC=C1)(C1=CC=CC=C1)(C(C)(C)C)OCCN(CC(=O)NC1=CC=C2C(=N1)C=NN2C(=O)OC(C)(C)C)C(=O)C2(CCC(CC2)(F)F)C2=CC=C(C=C2)OC